N,N'-bis(3,4,5-trimethoxybenzyl) ethylenediamine methyl 3-ethynylbicyclo[1.1.1]pentane-1-carboxylate C(#C)C12CC(C1)(C2)C(=O)OC.COC=2C=C(CNCCNCC1=CC(=C(C(=C1)OC)OC)OC)C=C(C2OC)OC